C(=O)(OCC1C2=CC=CC=C2C2=CC=CC=C12)N[C@@H](CCSC)C(=O)O N-Fmoc-L-methionine